C(C)(C)(C)OC(=O)N1C[C@H]([C@@H](CC1)NC1=NN2C(C=N1)=C(C=C2C2=NC=CC=C2)F)O (3R,4R)-4-{[5-fluoro-7-(pyridin-2-yl)pyrrolo[2,1-f][1,2,4]triazin-2-yl]amino}-3-hydroxypiperidine-1-carboxylic acid tert-butyl ester